2-(1-(2-(2,6-Dioxopiperidin-3-yl)-6-methyl-1,3-dioxoisoindolin-5-yl)piperidin-4-yl)acetic acid O=C1NC(CCC1N1C(C2=CC(=C(C=C2C1=O)N1CCC(CC1)CC(=O)O)C)=O)=O